FC1=CC=2N(C=C1C1CCN(CC1)S(=O)(=O)C=1C=NN3C1NCCC3)N=CN2 7-fluoro-6-(1-((4,5,6,7-tetrahydropyrazolo[1,5-a]pyrimidin-3-yl)sulfonyl)piperidin-4-yl)-[1,2,4]triazolo[1,5-a]pyridine